(2S,4r)-1-[(2S)-2-(4-cyclopropyl-triazol-1-yl)-3,3-dimethyl-butyryl]-4-hydroxy-N-[1-[(4-pyrimidin-2-ylpiperazin-1-yl)methyl]cyclopropyl]pyrrolidine-2-carboxamide C1(CC1)C=1N=NN(C1)[C@H](C(=O)N1[C@@H](C[C@H](C1)O)C(=O)NC1(CC1)CN1CCN(CC1)C1=NC=CC=N1)C(C)(C)C